N(=NC(C(=O)O)CC(C)C#N)C(C(=O)O)CC(C)C#N 2,2'-azo-bis-(4-cyanopentanoic acid)